(3R)-N-[3-[[3-(2-benzyl-oxyethyl)-4-oxo-quinazolin-6-yl]amino]-2-cyano-phenyl]-3-fluoro-pyrrolidine-1-sulfonamide C(C1=CC=CC=C1)OCCN1C=NC2=CC=C(C=C2C1=O)NC=1C(=C(C=CC1)NS(=O)(=O)N1C[C@@H](CC1)F)C#N